Amino-propyltrimethoxysilan NCO[Si](OC)(OC)CCC